C(C)C1=NNC2=CC=C(C=C12)C1=C(N=C2N1N=C(C=C2)N2C[C@@H](O[C@@H](C2)C)C)C (2S,6R)-4-(3-(3-ethyl-1H-indazol-5-yl)-2-methylimidazo[1,2-b]pyridazin-6-yl)-2,6-dimethylmorpholine